N-methyl-sulfonyl-N-[5-[4-(1-phenylethylamino)quinazolin-6-yl]-3-pyridyl]methanesulfonamide CS(=O)(=O)N(S(=O)(=O)C)C=1C=NC=C(C1)C=1C=C2C(=NC=NC2=CC1)NC(C)C1=CC=CC=C1